3-(2-chloro-3-(9-(5-chloro-2-cyanobenzyl)-6-(1-methylcyclopropoxy)-9H-purin-8-yl)phenoxy)propanoic acid ClC1=C(OCCC(=O)O)C=CC=C1C=1N(C2=NC=NC(=C2N1)OC1(CC1)C)CC1=C(C=CC(=C1)Cl)C#N